COC1=NC=C(C(=N1)OC)C=1C=C(C(N(N1)CC)=O)[C@@H]1[C@H](C1)C(C)C 6-(2,4-dimethoxypyrimidin-5-yl)-4-((1s,2r)-2-isopropylcyclopropyl)-2-ethylpyridazin-3(2H)-one